Cl.C(C=CCC)(=O)O.NCCC1=CC(O)=C(O)C=C1 dopamine pentenoate hydrochloride